N1=C(NC2=C1C1=CC=CC=C1C=C2)N2N=CC=C2 1-(3H-Naphtho[1,2-d]imidazol-2-yl)-1H-pyrazole